8-(4-Benzoylpiperidine-1-carbonyl)-5,10-dihydro-11H-dibenzo[b,e][1,4]diazepin-11-one C(C1=CC=CC=C1)(=O)C1CCN(CC1)C(=O)C=1C=CC2=C(NC(C3=C(N2)C=CC=C3)=O)C1